CC(CC(=O)C(O)(C[N+](C)(C)C)CC([O-])=O)C 3-methyl-butyryl-carnitine